FC=1C(=C(C=CC1F)[C@H]1[C@H](O[C@]([C@@H]1C)(C(F)(F)F)C)C(=O)NC1=CC(=NC(=C1)F)C(=O)N)OC 4-[[(2S,3S,4R,5R)-3-(3,4-Difluoro-2-methoxy-phenyl)-4,5-dimethyl-5-(trifluoromethyl)tetrahydrofuran-2-carbonyl]amino]-6-fluoro-pyridin-2-carboxamid